C(C)(C)(C)C1=CC=C(C=C1)C1CCN(CC1)C(=O)C1CC2(C1)NC(O[C@@H]2C)=O |r| (rac)-(2s,4s)-2-(4-(4-(tert-butyl)phenyl)piperidine-1-carbonyl)-8-methyl-7-oxa-5-azaspiro[3.4]octan-6-one